N-methoxy-ethyl-pyrrolidone CON1C(C(CC1)CC)=O